C(C)OP(=O)(OCC)CC1=NC2=CC(=CC=C2C=C1)C(=O)OC Methyl 2-((diethoxyphosphoryl)methyl)quinoline-7-carboxylate